ClC1=C2C=C(NC2=CC=C1)CN1C(N(C=2N=C(N(C2C1=O)C)NC1=CC=CC(=N1)[C@@H]1[C@@H](C1)C(=O)OCC)C)=O cis-ethyl 2-(6-((1-((4-chloro-1H-indol-2-yl)methyl)-3,7-dimethyl-2,6-dioxo-2,3,6,7-tetrahydro-1H-purin-8-yl)amino)pyridin-2-yl)cyclopropanecarboxylate